(4-(10-phenylanthracen-9-yl)phenyl)boric acid C1(=CC=CC=C1)C1=C2C=CC=CC2=C(C2=CC=CC=C12)C1=CC=C(C=C1)OB(O)O